2,3-dihydro-1H-inden-5-yl 2-(3-(3,4-difluorophenyl)-5-hydroxy-1H-pyrazol-1-yl)thiazole-4-carboxylate FC=1C=C(C=CC1F)C1=NN(C(=C1)O)C=1SC=C(N1)C(=O)OC=1C=C2CCCC2=CC1